FC1=CC=C(CS(=O)(=O)C=2N(C(=C(N2)C2=CC=CC=C2)C2=CC=CC=C2)CC#C)C=C1 2-((4-fluorobenzyl)sulfonyl)-4,5-diphenyl-1-(prop-2-yn-1-yl)-1H-imidazole